Benzyl (2E)-3-(4-{[3-(adamantan-1-yl)-4-methoxyphenyl]amino}phenyl)-prop-2-enoate C12(CC3CC(CC(C1)C3)C2)C=2C=C(C=CC2OC)NC2=CC=C(C=C2)/C=C/C(=O)OCC2=CC=CC=C2